((3R,7aR)-7a-(((7-chloro-8-fluoro-4-((R)-1-oxa-6-azaspiro[3.5]nonan-6-yl)pyrido[4,3-d]pyrimidin-2-yl)oxy)methyl)hexahydro-1H-pyrrolizin-3-yl)methanol ClC1=C(C=2N=C(N=C(C2C=N1)N1C[C@]2(CCO2)CCC1)OC[C@@]12CCCN2[C@H](CC1)CO)F